(S)-N-(5-(2-hydroxy-6-methylnicotinamido)-1-(5-(naphthalen-2-yl)-1H-imidazol-2-yl)pentyl)thiazole-5-carboxamide OC1=C(C(=O)NCCCC[C@@H](C=2NC(=CN2)C2=CC3=CC=CC=C3C=C2)NC(=O)C2=CN=CS2)C=CC(=N1)C